O=C1N(C(CN1C1=CC=C(C=C1)C(F)(F)F)=O)CC1=CC(=C(OC(C(=O)O)(C)C)C=C1)Cl 2-(4-((2,5-Dioxo-3-(4-(trifluoro-methyl)phenyl)imidazolin-1-yl)methyl)-2-chlorophenoxy)-2-methylpropionic acid